cis-vinyl-palladium (II) C(=C)[Pd+]